ClC1=C2N=C(C(N(C2=CC=C1)C1=CC=C(C=C1)OCCCC)=O)C(=O)O 5-chloro-1-(4-butoxyphenyl)-2-oxo-1,2-dihydroquinoxaline-3-carboxylic acid